5-Amino-3-[4-[2-[[3-(2,2-dimethylpropyl)isoxazol-5-yl]amino]-1-methyl-2-oxoethyl]phenyl]-1-[3,3,3-trifluoro-1-methylpropyl]pyrazole-4-carboxamide NC1=C(C(=NN1C(CC(F)(F)F)C)C1=CC=C(C=C1)C(C(=O)NC1=CC(=NO1)CC(C)(C)C)C)C(=O)N